C1(=CC=CC=C1)[Si](C1=CC=CC=C1)(C1=CC=CC=C1)NC1=CC=CC=C1 (triphenylsilyl)-aniline